1-(6-bromohexyl)-2-methylpiperidine bromide [Br-].BrCCCCCCN1C(CCCC1)C